P(O)(O)=O.N1N=NC2=C1C=CC=1C=3C=CC=CC3C=CC12 phenanthro-triazol phosphonate